3-{6-amino-5-[1-(2,6-dichloro-3-fluoro-phenyl)-ethoxy]-pyridin-3-yl}-N-(3-pyrrolidin-1-yl-propyl)-benzamide NC1=C(C=C(C=N1)C=1C=C(C(=O)NCCCN2CCCC2)C=CC1)OC(C)C1=C(C(=CC=C1Cl)F)Cl